ClC=1C=2N(C=C(C1)C=1C=C(C=3N(N1)C=C(N3)C)C)C=C(N2)C2CCNCC2 6-(8-chloro-2-(piperidin-4-yl)imidazo[1,2-a]pyridin-6-yl)-2,8-dimethylimidazo[1,2-b]pyridazine